7-[2-(8-chloro-4-oxo-chromen-2-yl)-5-(trifluoromethyl)phenoxy]heptanoic acid ClC=1C=CC=C2C(C=C(OC12)C1=C(OCCCCCCC(=O)O)C=C(C=C1)C(F)(F)F)=O